The molecule is a polyphenol which is the benzoate ester obtained by formal condensation of the hydroxy ester derivative produced by the successive intermolecular condensation of 3 molecules of 2,4-dihydroxy-6-(2-hydroxypropyl)benzoic acid with the carboxy OH of o-orsellinic acid. It is isolated from the Fungus strain no.17415 and exhibits activity against the infectivity of influenza A virus. It has a role as a metabolite and an EC 3.2.1.18 (exo-alpha-sialidase) inhibitor. It is a polyphenol and a benzoate ester. It derives from an o-orsellinic acid. CC1=CC(=CC(=C1C(=O)OC(C)CC2=C(C(=CC(=C2)O)O)C(=O)OC(C)CC3=C(C(=CC(=C3)O)O)C(=O)OC(C)CC4=C(C(=CC(=C4)O)O)C(=O)O)O)O